2-[2-(3-Methoxyphenyl)-7-azaspiro[3.5]nonane-7-carbonyl]-7-oxa-5-azaspiro[3.4]octan-6-one COC=1C=C(C=CC1)C1CC2(C1)CCN(CC2)C(=O)C2CC1(C2)NC(OC1)=O